4-Chloro-6-(3-((1S,3R)-3-(methoxymethyl)-1-(4-methyl-4H-1,2,4-triazol-3-yl)cyclobutyl)phenyl)-2-(((S)-3-methylpiperidin-1-yl)methyl)-1,6-dihydro-7H-pyrrolo[2,3-c]pyridin-7-one ClC=1C2=C(C(N(C1)C1=CC(=CC=C1)C1(CC(C1)COC)C1=NN=CN1C)=O)NC(=C2)CN2C[C@H](CCC2)C